(2S,4S)-1-tert-butoxycarbonyl-4-fluoropyrrolidine-2-carboxylic acid C(C)(C)(C)OC(=O)N1[C@@H](C[C@@H](C1)F)C(=O)O